(S)-5-(4-cyano-3-(isoquinolin-4-yl)-2-oxoimidazolidin-1-yl)-2-(trifluoromethyl)isonicotinonitrile C(#N)[C@H]1N(C(N(C1)C1=CN=C(C=C1C#N)C(F)(F)F)=O)C1=CN=CC2=CC=CC=C12